CN(C1=CC(=C(C=C1)OCCC(F)(F)F)[N+](=O)[O-])C N,N-dimethyl-3-nitro-4-(3,3,3-trifluoropropoxy)aniline